OC(C#CC1=CC(=CC=2N(C=NC21)CC2OCC2)C(=O)O)(C)C 4-(3-hydroxy-3-methylbut-1-yn-1-yl)-1-(oxetan-2-ylmethyl)-1H-benzo[d]imidazole-6-carboxylic acid